4-(8-fluoro-6-oxo-3,4,5,6-tetrahydro-1H-azepino[5,4,3-cd]indol-2-yl)-3-methylbenzaldehyde FC=1C=C2C=3C(=C(NC3C1)C1=C(C=C(C=O)C=C1)C)CCNC2=O